(R)-3-chloro-1-(thiophen-2-yl)propan-1-ol ClCC[C@@H](O)C=1SC=CC1